7-(4-(dipropylamino)butyl)-7-hydroxytridecane-1,13-diylbis(3-pentyloctanoate) C(CC)N(CCCCC(CCCCCCC(C(=O)[O-])C(CCCCC)CCCCC)(CCCCCCC(C(=O)[O-])C(CCCCC)CCCCC)O)CCC